3,3,4,4,5,5-hexafluoro-1-(perfluoro-tert-butyl)-1-cyclopentene FC1(C=C(C(C1(F)F)(F)F)C(C(F)(F)F)(C(F)(F)F)C(F)(F)F)F